5-(3-(trifluoromethyl)phenyl)-N-(3-(3,3-difluoro-2-methylallyl)-1,2,4-thiadiazol-5-yl)furan-3-carboxamide FC(C=1C=C(C=CC1)C1=CC(=CO1)C(=O)NC1=NC(=NS1)CC(=C(F)F)C)(F)F